4-chloro-2-((2,5-difluorobenzoyl)oxy)benzoic acid ClC1=CC(=C(C(=O)O)C=C1)OC(C1=C(C=CC(=C1)F)F)=O